FC1=C(C=CC(=C1)C1NC(CC1)=O)C=1N=C2SC3=C(N2C1)C=C(C(=C3)C(=O)N)OC 2-(2-fluoro-4-(5-oxopyrrolidin-2-yl)phenyl)-6-methoxybenzo[d]imidazo[2,1-B]thiazole-7-carboxamide